2,4-dichloro-6-vinylbenzoic acid ClC1=C(C(=O)O)C(=CC(=C1)Cl)C=C